ClC1=CC=C(C2=C1C1=C(O2)C=2C=CC=CC2C(=C1)C1=CC=CC=C1)C1=CC=CC=C1 7-chloro-5,10-diphenyl-naphtho[1,2-b]benzofuran